NC=1C2=C(N=CN1)N(C(=C2C2=CC(=C(C=C2)OC2=NC=CC=C2)OC)C=2CCN(CC2)C(C=C)=O)C 1-(4-(4-amino-5-(3-methoxy-4-(pyridin-2-yloxy)phenyl)-7-methyl-7H-pyrrolo[2,3-d]pyrimidin-6-yl)-3,6-dihydropyridin-1(2H)-yl)prop-2-en-1-one